C(C)(C)(C)OC(=O)N(C1=C(C(=NN1[C@@H]1CN(CC1)C(=O)OC(C)(C)C)C#C)C(N)=O)C Tert-butyl (3S)-3-{5-[(tert-butoxycarbonyl)(methyl)amino]-4-carbamoyl-3-ethynylpyrazol-1-yl}pyrrolidine-1-carboxylate